6-(1-methylpyrazol-4-yl)-4-(4-piperidyl)pyrazolo[1,5-a]pyridine CN1N=CC(=C1)C=1C=C(C=2N(C1)N=CC2)C2CCNCC2